5,5'-Dithiobis(succinimidyl-2-nitrobenzoate) C1(CCC(N1C=1C(=C(C(=O)[O-])C=C(C1)SSC=1C=C(C(=C(C(=O)[O-])C1)[N+](=O)[O-])N1C(CCC1=O)=O)[N+](=O)[O-])=O)=O